1-Methyl-2',3',5',6'-tetrahydrospiro[indoline-3,4'-pyran]-5-amine CN1CC2(CCOCC2)C2=CC(=CC=C12)N